N(N)C(OC1C2(COC2)CC1)=S O-(2-oxaspiro(3.3)heptan-5-yl) hydrazinecarbothioate